(2S,4R)-4-fluoro-4-(methoxymethyl)-1-((3-methyl-4-phenoxybenzoyl)glycyl)pyrrolidine-2-carboxylic acid F[C@@]1(C[C@H](N(C1)C(CNC(C1=CC(=C(C=C1)OC1=CC=CC=C1)C)=O)=O)C(=O)O)COC